2-((1R,2S,3S)-2-bromo-3-hydroxycycloheptyl)isoindoline-1,3-dione Br[C@H]1[C@@H](CCCC[C@@H]1O)N1C(C2=CC=CC=C2C1=O)=O